(trimethylammonium) methyl-(cyanoborohydride) C[BH2-]C#N.C[NH+](C)C